5-[[6-(difluoromethyl)pyridine-2-carbonyl]amino]-N-methyl-2-tetrahydropyran-4-yl-pyrazolo[1,5-a]pyridine-6-carboxamide FC(C1=CC=CC(=N1)C(=O)NC1=CC=2N(C=C1C(=O)NC)N=C(C2)C2CCOCC2)F